P(=O)(OC(C)C)(OC(C)C)OCCCBr diisopropyl (3-bromopropyl) phosphate